C(C1=CC=CC=C1)C(CO)(CC1=CN(C2=CC=CC=C12)C)NC(O)=O.BrC1=C(C=C(C=C1)C(F)(F)F)S(=O)(=O)N 2-bromo-5-(trifluoromethyl)benzenesulfonamide 2-benzyl-(1-hydroxy-3-(1-methyl-1H-indol-3-yl)propan-2-yl)carbamate